COCCOC(C)OCC1=CC=CC=C1 Acetaldehyde benzyl 2-methoxyethyl acetal